N-[4-(3-cyanophenyl)-5-(2,6-dimethyl-4-pyridyl)thiazol-2-yl]-4-methylsulfonyl-piperazine-1-carboxamide C(#N)C=1C=C(C=CC1)C=1N=C(SC1C1=CC(=NC(=C1)C)C)NC(=O)N1CCN(CC1)S(=O)(=O)C